1-chloro-3-(4-nitrophenoxy)-2-propanol ClCC(COC1=CC=C(C=C1)[N+](=O)[O-])O